O=C1NC(CCC1N1C(C2=CC=CC(=C2C1=O)NCC=1C=NN(C1)C1CCN(CC1)C(=O)C12CC(C1)(C2)O)=O)=O 2-(2,6-dioxopiperidin-3-yl)-4-(((1-(1-(3-hydroxybicyclo[1.1.1]pentane-1-carbonyl)piperidin-4-yl)-1H-pyrazol-4-yl)methyl)amino)isoindoline-1,3-dione